CCC[C@H](C(=O)O)N The molecule is a 2-aminopentanoic acid that has R-configuration. It is a D-alpha-amino acid and a 2-aminopentanoic acid. It is an enantiomer of a L-2-aminopentanoic acid.